CC1=CC=C(OCCOC2=CC=C(C=C2)C)C=C1 1,2-di(4-methylphenoxy)ethane